NCCOCCOCCOCCOCCNC(CN1C(C=CC1=O)=O)=O N-(14-amino-3,6,9,12-tetraoxatetradec-1-yl)-2-(2,5-dioxo-2,5-dihydro-1H-pyrrol-1-yl)acetamid